(1R,5S,6S)-6-(4-(Trifluoromethyl)phenyl)-3-azabicyclo[3.1.0]hexane FC(C1=CC=C(C=C1)C1[C@@H]2CNC[C@H]12)(F)F